FC(CC=1C=C(C=CC1)C1N2C(C3=CC=CC=C13)=CN=C2)F 5-(3-(2,2-difluoroethyl)phenyl)-5H-imidazo[5,1-a]isoindole